N-{[5-chloro-6-(6-fluoro-5-methoxy-2-pyridyl)-2-indolyl]methyl}1-methylcyclopropanecarboxamide ClC=1C=C2C=C(NC2=CC1C1=NC(=C(C=C1)OC)F)CNC(=O)C1(CC1)C